FC(OC1=CC=C(C=C1)C1=NC(=NN1)C1=CC=C(C=C1)NC(OC)=O)(F)F Methyl (4-{5-[4-(trifluoromethoxy)phenyl]-1H-1,2,4-triazol-3-yl}phenyl)carbamate